3-methyl-5-(4-phenylbutylsulfamoyl)benzofuran CC1=COC2=C1C=C(C=C2)S(NCCCCC2=CC=CC=C2)(=O)=O